lithium tetrahydropyran-4-sulfinate O1CCC(CC1)S(=O)[O-].[Li+]